(1'R,2'R)-4-isopropyl-5'-methyl-2'-(prop-1-en-2-yl)-1',2',3',4'-tetrahydro-[1,1'-biphenyl]-2,6-diol C(C)(C)C=1C=C(C(=C(C1)O)[C@H]1[C@@H](CCC(=C1)C)C(=C)C)O